tert-butyl 4-(3-methyl-6-oxo-5,6-dihydropyrido[2,3-b]pyrazin-7-yl)piperazine-1-carboxylate CC1=CN=C2C(=N1)NC(C(=C2)N2CCN(CC2)C(=O)OC(C)(C)C)=O